C(C)(C)N1CCC(CC1)CCCC1CCN(CC1)C(C)C 1-isopropyl-4-[3-(1-isopropyl-4-piperidyl)propyl]piperidine